(3R)-3-amino-5-[(4-chlorophenyl)methyl]-8-fluoro-7-[5-(5-oxa-2-azaspiro[3.4]octan-2-yl)-1,3,4-oxadiazol-2-yl]-1,1-dioxo-2,3-dihydro-1λ6,5-benzothiazepin-4-one N[C@H]1CS(C2=C(N(C1=O)CC1=CC=C(C=C1)Cl)C=C(C(=C2)F)C=2OC(=NN2)N2CC1(C2)OCCC1)(=O)=O